m-allylphenylpropyltriethoxysilane C(C=C)C=1C=C(C=CC1)CCC[Si](OCC)(OCC)OCC